2-(2-Dimethylaminoethyl)pyridine CN(CCC1=NC=CC=C1)C